methyl 2-((4-(2-((3r,5s)-4-(2-(tert-butoxy)-2-oxoethyl)-3,5-dimethylpiperazin-1-yl) ethoxy)-3-ethylphenyl) amino)-2-methylpropionate C(C)(C)(C)OC(CN1[C@@H](CN(C[C@@H]1C)CCOC1=C(C=C(C=C1)NC(C(=O)OC)(C)C)CC)C)=O